ClC1=C(C=CC=C1)N1C(=NS(C2=C1C=CC(=C2)F)(=O)=O)O (2-chlorophenyl)-7-fluoro-3-hydroxy-4H-benzo[e][1,2,4]thiadiazine 1,1-dioxide